C(C)(C)(C)OC(=O)N1C=CC2=CC=C(C=C12)C1=C([C@H](N(CC1)C(=O)OC(C)(C)C)C)C(=O)OCC |r| (+/-)-tert-Butyl 3-ethyl 4-[1-[(tert-butoxy)carbonyl]-1H-indol-6-yl]-2-methyl-1,2,5,6-tetrahydropyridine-1,3-dicarboxylate